5-(1,4-dioxa-8-azaspiro[4.5]decan-8-yl)pyridin-2-amine O1CCOC12CCN(CC2)C=2C=CC(=NC2)N